3-(1-cyanocyclopropyl)-N-[1-[3-[5-(difluoromethoxy)-2-pyridyl]pyrazin-2-yl]ethyl]-5-(trifluoromethyl)benzamide C(#N)C1(CC1)C=1C=C(C(=O)NC(C)C2=NC=CN=C2C2=NC=C(C=C2)OC(F)F)C=C(C1)C(F)(F)F